2-(4-((6,7-dimethoxyquinolin-4-yl)oxy)-2-fluorophenyl)-2,2-difluoro-N-(3-(oxazol-5-yl)phenyl)acetamide COC=1C=C2C(=CC=NC2=CC1OC)OC1=CC(=C(C=C1)C(C(=O)NC1=CC(=CC=C1)C1=CN=CO1)(F)F)F